Methyl-isobutenyl-tetrahydropyran CC1(OCCCC1)C=C(C)C